1-(3-fluoro-4-oxo-4H-quinolizin-9-yl)-5-trifluoromethyl-N-(2-trifluoromethyl-pyridin-4-yl)-1H-pyrazole-4-carboxamide FC1=CC=C2C(=CC=CN2C1=O)N1N=CC(=C1C(F)(F)F)C(=O)NC1=CC(=NC=C1)C(F)(F)F